COC(=O)C=1CSCC1C#C[Si](C)(C)C 4-(2-trimethylsilylethynyl)-2,5-dihydrothiophene-3-carboxylic acid methyl ester